C(C)[NH+](C)CC (diethyl)(methyl)-ammonium